FC1=C(C=CC(=C1)F)CN (2,4-difluoro-phenyl)methan-amine